O1CCN(CC1)CCN1C(C(=CC2=CC(=CN=C12)C1=NC=NC=C1)C(=O)NC1CC2(C1)CCC2)=O 1-(2-morpholinoethyl)-2-oxo-6-(pyrimidin-4-yl)-N-(spiro[3.3]heptan-2-yl)-1,2-dihydro-1,8-naphthyridine-3-carboxamide